NC=1C(N(C=CC1)C1=CC=NC=C1)=O 3-amino-2H-[1,4'-bipyridin]-2-one